C(C1=CC=CC=C1)N1C(N(SC1=O)C)=O 4-benzyl-2-methyl-1,2,4-thiadiazole-3,5-dione